sodium sulfolaurate S(=O)(=O)(O)C(C(=O)[O-])CCCCCCCCCC.[Na+]